CC(C)(COP(=O)([O-])OP(=O)([O-])OC[C@@H]1[C@H]([C@H]([C@@H](O1)N2C=NC3=C(N=CN=C32)N)O)OP(=O)([O-])[O-])C(C(=O)NCCC(=O)NCCSC(=O)C(=O)CCC(=O)[O-])O The molecule is an acyl-CoA oxoanion obtained by deprotonation of the phosphate, diphosphate and carboxy groups of 2-oxoglutaryl-CoA; major species at pH 7.3. It is a conjugate base of a 2-oxoglutaryl-CoA.